C1(CC1)NC1CCN(CC1)C=1C2=CN(N=C2C(=CC1)C(=O)NC=1C=C(C=2N(C1)C=C(N2)C)F)C 4-[4-(cyclopropylamino)piperidin-1-yl]-N-{8-fluoro-2-methylimidazo[1,2-a]pyridin-6-yl}-2-methylindazole-7-carboxamide